C(C)(C)(C)OC(=O)N1C(C2N(CC1)C(N(C2)C21CC(C2)(C1)NS(=O)(=O)C)=O)C(=O)O 7-(tert-butoxycarbonyl)-2-(3-(methylsulfonamido)bicyclo[1.1.1]pentan-1-yl)-3-oxooctahydroimidazo[1,5-a]pyrazine-8-carboxylic acid